(1R,5S)-7-(difluoromethoxy)-2,3,4,5-tetrahydro-1H-1,5-methanobenzo[c]azepine FC(OC1=CC2=C([C@@H]3NCC[C@H]2C3)C=C1)F